5-chloro-1-{[2-(trimethylsilyl)ethoxy]methyl}-3H-pyrimidine-2,4-dione ClC=1C(NC(N(C1)COCC[Si](C)(C)C)=O)=O